di-tert-butyl-2-(2-ethoxy-2-oxoethylidene)-6,7-dihydro-3H-imidazo[4,5-c]pyridine C(C)(C)(C)C1=NCCC2=C1N(C(N2)=CC(=O)OCC)C(C)(C)C